ONC(=O)C1=CC=2C=NC=CC2O1 N-hydroxy-furo[3,2-c]pyridine-2-carboxamide